(S)-3-methyl-4-methylenepiperidine-1,3-dicarboxylic acid-1-(tert-butyl)ester C(C)(C)(C)OC(=O)N1C[C@](C(CC1)=C)(C(=O)O)C